C(C)(C)(C)C=1C=C(C=C(C1O)C(C)(C)C)C(C(=O)O)(C)C1=CC(=C(C(=C1)C(C)(C)C)O)C(C)(C)C di(3,5-di-tert-butyl-4-hydroxyphenyl)propionic acid